1,2-bis(3-oxo-2,2,6,6-tetramethyl-4-piperidyl)ethane O=C1C(NC(CC1CCC1C(C(NC(C1)(C)C)(C)C)=O)(C)C)(C)C